6-(3-Methoxypropoxy)pyridazine-3-carboxylic acid methyl ester COC(=O)C=1N=NC(=CC1)OCCCOC